CC1=C(C(=C(C=C1)C1=CC(=CC=C1)N)C)N dimethyl-3,3'-diaminobiphenyl